C(C)OCN1C(=NC2=C1C=CC=C2)CN(CCCCNC(OC(C)(C)C)=O)[C@@H]2CCCC=1C=CC=NC21 (R)-tert-butyl 4-(((1-(ethoxymethyl)-1H-benzo[d]imidazol-2-yl)methyl) (5,6,7,8-tetrahydroquinolin-8-yl)amino)butylcarbamate